O[C@@H](CNC1=NC(=CC(=C1)C=1C=C(C=CC1C)NC(=O)N1C[C@@H](CC1)CC(F)(F)F)C1CCOCC1)C (3S)-N-[3-(2-[[(2R)-2-hydroxypropyl]amino]-6-(oxacyclohexan-4-yl)pyridin-4-yl)-4-methylphenyl]-3-(2,2,2-trifluoroethyl)pyrrolidine-1-carboxamide